COC1CC(C1)NC(=O)C1CCN(CC1)C1=NC(=NO1)C1=CC=C(C=C1)OC N-((1s,3s)-3-methoxycyclobutyl)-1-(3-(4-methoxyphenyl)-1,2,4-oxadiazol-5-yl)piperidine-4-carboxamide